N1=CN=C2NC=NC2=C1N[C@H](C(=O)O)CCN(CCCCC1=NC=2NCCCC2C=C1)CCOC=1C(=NC=CC1)C (S)-2-((9H-purin-6-yl)amino)-4-((2-((2-methylpyridin-3-yl)oxy)ethyl)(4-(5,6,7,8-tetrahydro-1,8-naphthyridin-2-yl)butyl)amino)butanoic acid